1,2-dipalmitoyl-3-butyrylglycerol C(CCCCCCCCCCCCCCC)(=O)OCC(OC(CCCCCCCCCCCCCCC)=O)COC(CCC)=O